ClC1=CC(=CC(=N1)N1CCC(CC1)NC(OC(C)(C)C)=O)C#N tert-butyl (1-(6-chloro-4-cyanopyrid-2-yl)piperid-4-yl)carbamate